BrC1=NN(C(=C1C#N)NC)[C@H]1C[C@H](N(C1)C(=O)OC(C)(C)C)C tert-butyl (2R,4S)-4-[3-bromo-4-cyano-5-(methylamino)pyrazol-1-yl]-2-methylpyrrolidine-1-carboxylate